NC1=NN2C(C=CC(=C2)C=2C(=C(C(=CC2)CC)NC(=O)N2OCC[C@H]2C2=CC=CC=C2)F)=N1 (S)-N-(3-(2-amino-[1,2,4]triazolo[1,5-a]pyridin-6-yl)-6-ethyl-2-fluorophenyl)-3-phenylisoxazolidine-2-carboxamide